3',5-difluoro-[1,1'-biphenyl]-3,4'-diol FC=1C=C(C=CC1O)C1=CC(=CC(=C1)F)O